C(CCCCC\C=C/C\C=C/C\C=C/C\C=C/C\C=C/CC)(=O)O clupanodonic acid